(S)-ethyl 3-(1-amino-6-carbamoyl-1,3-dihydrospiro[indene-2,4'-piperidin]-1'-yl)-6-(2,3-dichlorophenyl)-5-methylpyrazine-2-carboxylate N[C@@H]1C2=CC(=CC=C2CC12CCN(CC2)C=2C(=NC(=C(N2)C)C2=C(C(=CC=C2)Cl)Cl)C(=O)OCC)C(N)=O